[C@H]1(CCN2CCCC[C@@H]12)NC1=NN=C(C=2N1C=CC2)C2=C(C=C(C=C2)C(F)(F)F)O 2-(4-(((1R,8aS)-octahydroindolizin-1-yl)amino)pyrrolo[1,2-d][1,2,4]triazin-1-yl)-5-(trifluoromethyl)phenol